FC1C(C1)C(=O)NC=1SC2=C(N1)C(=CC(=C2)C=2C=NC=CC2C)C 2-fluoro-N-(4-methyl-6-(4-methylpyridin-3-yl)benzo[d]thiazol-2-yl)cyclopropane-1-carboxamide